2-chloro-5-(5-methyl-1,3,4-oxadiazol-2-yl)pyrimidin-4-amine ClC1=NC=C(C(=N1)N)C=1OC(=NN1)C